N[C@@H](CN1C(N(C(=C(C1=O)C1=C(C(=CC=C1)OC)Cl)C)CC1=C(C=CC=C1C)F)=O)C1=CC=CC=C1 3-((R)-2-amino-2-phenyl-ethyl)-5-(2-chloro-3-methoxy-phenyl)-1-(2-fluoro-6-methyl-benzyl)-6-methyl-1H-pyrimidine-2,4-dione